3-(trifluoromethyl)bicyclo-[1.1.1]pentane-1-carboxylic acid FC(C12CC(C1)(C2)C(=O)O)(F)F